N1(CCNCC1)C=1C=C2C=C(N=NC2=CC1)C1=C(C=CC=C1)O 2-(6-(piperazin-1-yl)cinnolin-3-yl)phenol